C(CCC)OC1=C(C=CC=C1)N=NC1=CC=CC=C1 Butaneoxyazobenzene